C1N(CCC2=CC=CC=C12)C[C@H](CNC(=O)C=1N=C2COC(CN2C1)C1=CC=C(C=C1)F)O N-((S)-3-(3,4-Dihydroisochinolin-2(1H)-yl)-2-hydroxypropyl)-6-(4-fluorophenyl)-5,6-dihydro-8H-imidazo[2,1-c][1,4]oxazin-2-carboxamid